[2H]C(CC1=CC=CC2=CC=C(C=C12)O)([2H])NC(C)=O N-[1,1-dideutero-2-(7-hydroxy-1-naphthyl)ethyl]acetamide